C(CCC)OC=1C=CC(=C(C1)C(=O)NC=1C=C(C2=C(NC(=N2)COC)C1)C(=O)NC1=C(C(=CC=C1)Cl)C)Cl 6-{[(5-butoxy-2-chlorophenyl)carbonyl]amino}-N-(3-chloro-2-methylphenyl)-2-(methoxymethyl)-1H-benzimidazole-4-carboxamide